7-amino-3-propylbenzo[d][1,2,3]triazin-4(3H)-one NC=1C=CC2=C(N=NN(C2=O)CCC)C1